FC1(CC(C1)C1=NN(C(=C1C)NC(OC1CC(C1)F)=O)C)F (1s,3s)-3-fluorocyclobutyl (3-(3,3-difluorocyclobutyl)-1,4-dimethyl-1H-pyrazol-5-yl)carbamate